N-(5-chloro-1H-indol-3-yl)-6-phenyl-3,4-dihydroisoquinoline-2(1H)-carboxamide ClC=1C=C2C(=CNC2=CC1)NC(=O)N1CC2=CC=C(C=C2CC1)C1=CC=CC=C1